1-benzyl-N-(2-(1,2-dimethyl-1H-imidazol-4-yl)-4-methyl-5-oxo-5,6,7,8-tetrahydro-4H-pyrazolo[1,5-a][1,3]diazepin-6-yl)-1H-1,2,4-triazole-3-carboxamide C(C1=CC=CC=C1)N1N=C(N=C1)C(=O)NC1C(N(C=2N(CC1)N=C(C2)C=2N=C(N(C2)C)C)C)=O